CC1=C(OC2=C(C=C(C=C2C1=O)C)[C@@H](C)NC(OC(C)(C)C)=O)C1=NN(C2=CC=CC=C12)C tert-Butyl N-[(1R)-1-[3,6-dimethyl-2-(1-methylindazol-3-yl)-4-oxo-chromen-8-yl]ethyl]carbamate